2-chloro-3-methoxy-6-[(4-methoxyphenyl)methyl]-5,7-dihydropyrrolo[3,4-b]pyridine ClC1=C(C=C2C(=N1)CN(C2)CC2=CC=C(C=C2)OC)OC